methyl 3-bromo-2,4,6-trimethylbenzoate BrC=1C(=C(C(=O)OC)C(=CC1C)C)C